(2-(2,6-dioxopiperidin-3-yl)-1,3-dioxoisoindol-4-yl)acetamide O=C1NC(CCC1N1C(C2=CC=CC(=C2C1=O)CC(=O)N)=O)=O